tert-Butyl 4-(4-(1-(3-ethoxy-3-oxopropyl)ureido)-3-methylphenyl)piperazine-1-carboxylate C(C)OC(CCN(C(=O)N)C1=C(C=C(C=C1)N1CCN(CC1)C(=O)OC(C)(C)C)C)=O